5-(benzo[d]thiazol-5-yl)-6-(4-fluorophenyl)isoindolin-1-one S1C=NC2=C1C=CC(=C2)C=2C=C1CNC(C1=CC2C2=CC=C(C=C2)F)=O